C(CCCCCCCCCC)C(CCCCC(=O)[O-])CCCCCC 6-undecyllaurate